1-[5-(benzylsulfanyl)-1,3-thiazol-2-yl]-2-methylpropan-2-ol C(C1=CC=CC=C1)SC1=CN=C(S1)CC(C)(O)C